methoxy-1-propanesulfonic acid COC(CC)S(=O)(=O)O